OCCOCN1C=2N=C(NC(C2N=C1)=O)N 9-((2-hydroxyethoxy)methyl)guanine